N-(4-fluoro-5-(((2S,4R)-4-((2-fluoropyridin-4-yl)oxy)-2-methylpyrrolidin-1-yl)methyl)thiazol-2-yl)acetamide FC=1N=C(SC1CN1[C@H](C[C@H](C1)OC1=CC(=NC=C1)F)C)NC(C)=O